p-tertbutyl-benzonitrile C(C)(C)(C)C1=CC=C(C#N)C=C1